dibutyl-(vinyl)phosphine oxide C(CCC)P(C=C)(CCCC)=O